lithium pyridinolate N1=C(C=CC=C1)[O-].[Li+]